IC1=CN=C2N1C=C(N=C2)N2C(CCC2)=O 1-(3-iodoimidazo[1,2-a]pyrazin-6-yl)pyrrolidin-2-one